(R)-8-((1-methyl-2,3-dihydro-1H-pyrido[2,3-b][1,4]oxazin-7-yl)sulfonyl)-1-oxa-8-azaspiro[4.5]decan-3-amine CN1C2=C(OCC1)N=CC(=C2)S(=O)(=O)N2CCC1(C[C@H](CO1)N)CC2